3-(2,4-dimethylphenyl)sulfonyl-8-(2-morpholinoethylamino)-4H-triazolo[1,5-a]quinazolin-5-one CC1=C(C=CC(=C1)C)S(=O)(=O)C=1N=NN2C1NC(C1=CC=C(C=C21)NCCN2CCOCC2)=O